S1C=NC2=C1C=CC(=C2)CN(C(C(=O)O)=O)[C@H](C)C2CCCC2 (R)-2-((benzo[d]thiazol-5-ylmethyl)(1-cyclopentylethyl)amino)-2-oxoacetic acid